(S)-3-(5-bromo-2,4-difluorophenyl)-2-((R)-1-(tert-butoxycarbonyl)pyrrolidin-3-yl)propionic acid BrC=1C(=CC(=C(C1)C[C@H](C(=O)O)[C@@H]1CN(CC1)C(=O)OC(C)(C)C)F)F